FC1(CN(C2(C1O)CCCC2)C(=O)C=2N=C(SC2)C(F)(F)F)F (3,3-difluoro-4-hydroxy-1-azaspiro[4.4]nonan-1-yl)(2-(trifluoromethyl)thiazol-4-yl)methanone